5-(2-fluoro-6-hydroxy-4-(((3-(trifluoromethyl)pyridin-2-yl)amino)methyl)phenyl)-1,2,5-thiadiazolidin-3-one FC1=C(C(=CC(=C1)CNC1=NC=CC=C1C(F)(F)F)O)N1CC(NS1)=O